O1CC[C@@H](C2=C1C=CC=C2)NC(=O)C2=C(C1=NC=CC(=C1S2)C2(CCCCC2)O)C(C)C N-[(4S)-3,4-dihydro-2H-1-benzopyran-4-yl]-7-(1-hydroxycyclohexyl)-3-isopropylthieno[3,2-b]pyridine-2-carboxamide